C(#N)C=1C=C(C=CC1)NC1C2=C(C=3N(CC1)N=NC3C)C=CC(=C2)C=2CCN(CC2)C(=O)OC(C)(C)C tert-butyl 4-(7-((3-cyanophenyl)amino)-1-methyl-6,7-dihydro-5H-benzo[c][1,2,3]triazolo[1,5-a]azepin-9-yl)-3,6-dihydropyridine-1(2H)-carboxylate